3-(4-tert-butylphenyl)aniline C(C)(C)(C)C1=CC=C(C=C1)C=1C=C(N)C=CC1